1,5-diphenylpent-1-ene C1(=CC=CC=C1)C=CCCCC1=CC=CC=C1